3-[2-[[2-(2,6-dioxo-3-piperidinyl)-1,3-dioxo-isoindolin-4-yl]amino]ethoxy]propionic acid O=C1NC(CCC1N1C(C2=CC=CC(=C2C1=O)NCCOCCC(=O)O)=O)=O